ClC1=C(C=CC=C1)C(=O)C1=CC=C(C=C1)O[C@@H]1COCC1 (S)-(2-chlorophenyl)(4-((tetrahydrofuran-3-yl)oxy)phenyl)methanone